ClC1=C(C=C2N=CC=NC2=C1)CNC=1C=NC=CC1N1C[C@@H](NCC1)C (S)-N-((7-chloroquinoxalin-6-yl)methyl)-4-(3-methylpiperazin-1-yl)pyridin-3-amine